C1(CCC1)C=1C(=NN(C1C(=O)OCC)CC(=O)C1=CC(=C(C=C1)C)F)C(=O)OCC Diethyl 4-cyclobutyl-1-[2-(3-fluoro-4-methylphenyl)-2-oxoethyl]-1H-pyrazole-3,5-dicarboxylate